5-tert-butyl-1H-indene-1,3(2H)-dione C(C)(C)(C)C=1C=C2C(CC(C2=CC1)=O)=O